methyl 2-(3-amino-4-mercaptobut-1-yn-1-yl)-4-(piperidin-4-ylcarbamoyl)benzoate NC(C#CC1=C(C(=O)OC)C=CC(=C1)C(NC1CCNCC1)=O)CS